C(C)(C)(C)OC(NC1=C(C=CC(=C1)OC1=C(C(=NC=C1)N)N)F)=O N-[5-[(2,3-diamino-4-pyridinyl)oxy]-2-fluoro-phenyl]carbamic acid tert-butyl ester